(trans-3-(3-methyl-4-(7-morpholinoquinoxalin-2-yl)-1H-pyrazol-1-yl)cyclobutyl)methanol CC1=NN(C=C1C1=NC2=CC(=CC=C2N=C1)N1CCOCC1)[C@@H]1C[C@H](C1)CO